6-(4-(4-chloro-7,7-dimethyl-5-oxo-5,7-dihydroindolo[1,2-a]quinazolin-10-yl)piperidin-1-yl)nicotinaldehyde ClC=1C=2C(N=C3N(C2C=CC1)C1=CC(=CC=C1C3(C)C)C3CCN(CC3)C3=NC=C(C=O)C=C3)=O